(2,2-dimethoxyethyl)-3,4-dimethoxyphenylacetamide COC(CC(C(=O)N)C1=CC(=C(C=C1)OC)OC)OC